3,4-bis(benzyloxy)phenyl tert-butyl ethane-1,2-diylbis(methylcarbamate) C(CN(C(OC(C)(C)C)=O)C)N(C(OC1=CC(=C(C=C1)OCC1=CC=CC=C1)OCC1=CC=CC=C1)=O)C